4-(3-(1-(2-(2,6-dioxopiperidin-3-yl)-1,3-dioxoisoindolin-4-yl)piperidin-4-yl)propanamido)-N-(2-(((S)-2-methylpyrrolidin-1-yl)methyl)-1H-benzo[d]imidazol-5-yl)benzamide O=C1NC(CCC1N1C(C2=CC=CC(=C2C1=O)N1CCC(CC1)CCC(=O)NC1=CC=C(C(=O)NC2=CC3=C(NC(=N3)CN3[C@H](CCC3)C)C=C2)C=C1)=O)=O